C1(CCCCC1)C=1C=CC2=C(N=C(S2)S(=O)(=O)N)C1C1CCCCC1 Dicyclohexylbenzothiazolesulfonamide